N-(3-methoxy-4-(1H-pyrazol-4-yl)phenyl)-2-(2-(thiazol-2-yl)-1H-indol-6-yl)pyrimidin-4-amine COC=1C=C(C=CC1C=1C=NNC1)NC1=NC(=NC=C1)C1=CC=C2C=C(NC2=C1)C=1SC=CN1